COCCN1CC2C(CC1)=NN=C2C=O (5-(2-methoxyethyl)-4,5,6,7-tetrahydro-3aH-pyrazolo[4,3-c]pyridin-3-yl)methanone